4-({(2S)-2-[4-{5-chloro-2-[5-(trifluoromethyl)-1,3,4-oxadiazol-2-yl]phenyl}-5-methoxy-2-oxopyridin-1(2H)-yl]-4-methoxybutyryl}amino)-2-fluorobenzamide ClC=1C=CC(=C(C1)C1=CC(N(C=C1OC)[C@H](C(=O)NC1=CC(=C(C(=O)N)C=C1)F)CCOC)=O)C=1OC(=NN1)C(F)(F)F